bis(2-phenyl n-butyl) phosphonate P(OCC(CC)C1=CC=CC=C1)(OCC(CC)C1=CC=CC=C1)=O